6'-fluoro-3',4'-dihydrospiro[azetidine-3,2'-[1]benzopyran]-4'-one hydrochloride Cl.FC=1C=CC2=C(C(CC3(O2)CNC3)=O)C1